1,4-bis[(3-(3-amino-2-hydroxypropyl)-oleyl-amino)propyl]piperazine NCC(CC(CCNCCCN1CCN(CC1)CCCNCCC(CCCCC\C=C/CCCCCCCC)CC(CN)O)CCCCC\C=C/CCCCCCCC)O